3-methyl-α-(trifluoromethyl)styrene CC=1C=C(C(=C)C(F)(F)F)C=CC1